methyl 1-(2,3-dihydroxypropyl)-5-oxo-3-pyrrolidinecarboxylate OC(CN1CC(CC1=O)C(=O)OC)CO